5-bromo-2-ethoxy-1,6-dimethyl-4-oxo-1,4-dihydropyridine-3-carboxylic acid ethyl ester C(C)OC(=O)C1=C(N(C(=C(C1=O)Br)C)C)OCC